C(C)(=O)N1CCC(CC1)NC1=CC(=NC(=N1)CC)C(=O)O 6-((1-acetylpiperidin-4-yl)amino)-2-ethylpyrimidine-4-carboxylic acid